bis(4-(4-aminophenoxy)phenyl) sulfone NC1=CC=C(OC2=CC=C(C=C2)S(=O)(=O)C2=CC=C(C=C2)OC2=CC=C(C=C2)N)C=C1